(R)-N-ethyl-5-fluoro-2-((5-(2-(1-((3-hydroxypropyl)(methyl)amino)-4-methylpent-3-yl)-2,6-diazaspiro[3.4]oct-6-yl)-1,2,4-triazin-6-yl)oxy)-N-isopropylbenzamide C(C)N(C(C1=C(C=CC(=C1)F)OC1=C(N=CN=N1)N1CC2(CN(C2)[C@H](CCN(C)CCCO)C(C)C)CC1)=O)C(C)C